Tert-butyl (S,Z)-((2-(3-(6-((4-bromobenzyl)oxy)naphthalen-2-yl)-1,2,4-oxadiazol-5-yl)pyrrolidin-1-yl)((tert-butoxycarbonyl)amino)methylene)carbamate BrC1=CC=C(COC=2C=C3C=CC(=CC3=CC2)C2=NOC(=N2)[C@H]2N(CCC2)\C(\NC(=O)OC(C)(C)C)=N/C(OC(C)(C)C)=O)C=C1